OCC1=NC=2N(C(=C1)N(C(OC(C)(C)C)=O)CC1=CC(=CC=C1)C=1N(C=CN1)C)N=C(C2I)C tert-butyl (5-(hydroxymethyl)-3-iodo-2-methylpyrazolo[1,5-a]pyrimidin-7-yl)(3-(1-methyl-1H-imidazol-2-yl)benzyl)carbamate